ClC=1C=C(C=CC1C1OCCC1)CC1CN(CCO1)C(=O)OC(C)(C)C tert-butyl 2-[(3-chloro-4-tetrahydrofuran-2-yl-phenyl)methyl]morpholine-4-carboxylate